CN(C1(CCC2(CN(C(N2)=O)C=2C=NC=C(C#N)C2)CC1)C1=CC=CC=C1)C 5-(8-dimethylamino-2-oxo-8-phenyl-1,3-diazaspiro[4.5]decan-3-yl)-nicotinonitrile